nickel bismuth manganate [Mn](=O)(=O)([O-])[O-].[Bi+3].[Ni+2]